Cl.COC(=O)[C@@H]1CNC[C@H]1C(F)(F)F trans-methyl-4-(trifluoromethyl)pyrrolidine-3-carboxylate HCl salt